C(N1N=CC(=C1)C#C)([2H])([2H])[2H] (1-(methyl-d3)-1H-pyrazol-4-yl)acetylene